4,8-dimercaptomethyl-1,8-dimercapto-3,6-dithiaoctane SCC(SCCS)CSCC(S)CS